2-chloro-N-hydroxy-5-[4-(hydroxyimino)piperidine-1-carbonyl]benzene-1-sulfonamide ClC1=C(C=C(C=C1)C(=O)N1CCC(CC1)=NO)S(=O)(=O)NO